3-(2-((2-(2,6-Dioxopiperidin-3-yl)-1,3-dioxoisoindolin-4-yl)amino)ethoxy)propyl mesylate S(C)(=O)(=O)OCCCOCCNC1=C2C(N(C(C2=CC=C1)=O)C1C(NC(CC1)=O)=O)=O